C(C)(C)(C)OC(NCCCN(C(C1=CC=C(C=C1)[N+](=O)[O-])=O)[C@H](C(C)(C)C)C=1N(C=C(N1)C1=C(C=CC(=C1)F)F)CC1=CC=CC=C1)=O tert-Butyl-{3-[{(1R)-1-[1-benzyl-4-(2,5-difluorophenyl)-1H-imidazol-2-yl]-2,2-dimethylpropyl}(4-nitrobenzoyl) amino]propyl}carbamate